2-(2-chlorophenyl)-N-[4-(4-cyano-1,3-thiazol-2-yl)-3-sulfamoylphenyl]acetamide ClC1=C(C=CC=C1)CC(=O)NC1=CC(=C(C=C1)C=1SC=C(N1)C#N)S(N)(=O)=O